gallium (ii) N-(2-chloro-3-(1-cyclopropyl-8-methoxy-3H-pyrazolo[3,4-c]isoquinolin-7-yl)-4-fluorophenyl)-3-fluoropropane-1-sulfonamide ClC1=C(C=CC(=C1C=1C(=CC=2C3=C(N=CC2C1)NN=C3C3CC3)OC)F)NS(=O)(=O)CCCF.[Ga+2]